3-(2,6-diamino-3-pyridinyl)indole-1-carboxylic acid tert-butyl ester C(C)(C)(C)OC(=O)N1C=C(C2=CC=CC=C12)C=1C(=NC(=CC1)N)N